8-acetyl-2-(2-chlorophenyl)-3,6-dimethylquinazolin-4(3H)-one C(C)(=O)C=1C=C(C=C2C(N(C(=NC12)C1=C(C=CC=C1)Cl)C)=O)C